FC1=C(C=CC(=C1)C(F)(F)F)O 2-fluoro-4-(trifluoro-methyl)phenol